tert-butyl 2-[[(1S)-1-benzyloxycarbonyl-2-methyl-propyl]carbamoyl]pyrrolidine-1-carboxylate C(C1=CC=CC=C1)OC(=O)[C@H](C(C)C)NC(=O)C1N(CCC1)C(=O)OC(C)(C)C